C(C)(C)C1=C(C(=CC(=C1)C1=C(C=CC=C1)OC)C(C)C)C1=CC(=CC=C1)C1=C(C=C(C=C1C(C)C)C1=C(C=CC=C1)OC)C(C)C 2,6-bis[2,6-diisopropyl-4-(2-methoxyphenyl)phenyl]benzene